C(C)S(=O)(=O)C[C@@H]1[C@H](N(C1)C=1N=CC(=C2C=C(N=CC12)NC1=NC(=NC=C1)N1C[C@@H]([C@@H](CC1)OCCO)F)C(C)C)C 2-{[(3S,4R)-1-[4-({8-[(2R,3S)-3-[(ethanesulfonyl)meth-yl]-2-methylazetidin-1-yl]-5-(propan-2-yl)-2,7-naphthyridin-3-yl}amino)pyrimidin-2-yl]-3-fluoropiperidin-4-yl]oxy}ethan-1-ol